(R)-tert-butyl methyl((8-(2-methylpyridin-3-yl)chroman-4-yl)methyl)carbamate CN(C(OC(C)(C)C)=O)C[C@@H]1CCOC2=C(C=CC=C12)C=1C(=NC=CC1)C